N-[(1S)-2-[[(1S)-2-amino-2-oxo-1-[[(3S)-2-oxo-3-piperidyl]methyl]ethyl]amino]-1-(cyclopropylmethyl)-2-oxo-ethyl]-4,6-dichloro-1H-benzimidazole-2-carboxamide NC([C@H](C[C@H]1C(NCCC1)=O)NC([C@H](CC1CC1)NC(=O)C1=NC2=C(N1)C=C(C=C2Cl)Cl)=O)=O